(N-acryl)glycinamide Methyl-4-(((1RS,2S)-2-((tert-butoxycarbonyl)amino)-1-cyano-3-(4-(4-ethynylphenyl)-1H-indol-3-yl)propyl)amino)-4'-morpholino-[1,1'-biphenyl]-3-carboxylate CC1=C(C=CC(=C1C(=O)O)N[C@H]([C@H](CC1=CNC2=CC=CC(=C12)C1=CC=C(C=C1)C#C)NC(=O)OC(C)(C)C)C#N)C1=CC=C(C=C1)N1CCOCC1.C(=O)(C=C)NC(CN)=O |&1:11|